OCCNC1=C2N=C(C(=NC2=CC=C1)C(=O)N)NC1=CC=C(C=C1)N1CCN(CC1)C 5-((2-hydroxyethyl)amino)-3-((4-(4-methylpiperazin-1-yl)phenyl)amino)quinoxaline-2-carboxamide